(R)-3-(4-((1-(3-(difluoromethyl)-2-fluorophenyl)ethyl)amino)-7-methoxy-2-methylquinoline-6-yl)azetidine FC(C=1C(=C(C=CC1)[C@@H](C)NC1=CC(=NC2=CC(=C(C=C12)C1CNC1)OC)C)F)F